ClC=1C(C2=C(C3=NC4=CC=C(C=C4OC13)[N+](=O)[O-])C=CC=C2)=O 6-chloro-9-nitro-5-oxo-5H-benzo{a}phenoxazine